O1C=NC2=C1C=CC(=C2)C2CCN(CC2)C2=C(C(N(C1=CC=CC=C21)C)=O)C#N 4-(1,3-benzoxazol-5-yl)piperidin-1-yl-1-methyl-2-oxo-1,2-dihydroquinoline-3-carbonitrile